C(C)N1N=C2C(NC(C(=C2N[C@@H](C)C=2N=COC2)C2=NC3=C(N2)C=C(C=C3)N3CCOCC3)=O)=C1 (S)-2-Ethyl-6-(6-morpholino-1H-benzo[d]imidazol-2-yl)-7-((1-(oxazol-4-yl)ethyl)amino)-2H-pyrazolo[4,3-b]pyridin-5(4H)-one